C(C)(C)(C)OC(C(=C)OCC(=C)C=1C=C(C(=O)OC)C=CC1F)=O methyl 3-(3-((3-(tert-butoxy)-3-oxoprop-1-en-2-yl)oxy)prop-1-en-2-yl)-4-fluorobenzoate